tert-butyl-((1r,3r)-3-(4-(2-(4-((6-(2H-1,2,3-triazol-2-yl)pyridazin-4-yl)oxy)phenyl)propan-2-yl)benzene oxy)cyclobutyl)carbamate C(C)(C)(C)OC(NC1CC(C1)OC1=CC=C(C=C1)C(C)(C)C1=CC=C(C=C1)OC1=CN=NC(=C1)N1N=CC=N1)=O